ClC=1C=C(C=CC1F)N(C(=O)[C@@H]1C[C@@H](C(N1C1=NC(=CC(=C1)C(F)(F)F)C)=O)NC(OCC1=CC=CC=C1)=O)CC benzyl ((3S,5S)-5-((3-chloro-4-fluorophenyl)(ethyl)carbamoyl)-1-(6-methyl-4-(trifluoromethyl)pyridin-2-yl)-2-oxopyrrolidin-3-yl)carbamate